C(C)(C)(C)OC(=O)N1CCOCC(C1)CC1SCCCS1.C(CCC)C1(CCCCC1)CCCCCCC(C)C butylisononyl-cyclohexane tert-Butyl-6-((1,3-dithian-2-yl)methyl)-1,4-oxazepane-4-carboxylate